NC1=C(N=NN1CC1=NN=NN1C)C(=O)N 5-amino-1-(1-methyl-1H-tetrazol-5-yl)methyl-1H-1,2,3-triazole-4-carboxamide